2-[(4-{6-[(4-chloro-2-fluorobenzyl)oxy]pyridin-2-yl}piperidin-1-yl)methyl]-1-[2-(4-methyl-4H-1,2,4-triazol-3-yl)ethyl]-1H-benzimidazole-6-carboxylic acid ClC1=CC(=C(COC2=CC=CC(=N2)C2CCN(CC2)CC2=NC3=C(N2CCC2=NN=CN2C)C=C(C=C3)C(=O)O)C=C1)F